CN1C(=C(C2=C1N=CN=C2N)C2=CC=C(C=C2)OC2=NC(=CC=C2)C)C2CN[C@H](C2)C 7-methyl-5-{4-[(6-methylpyridin-2-yl)oxy]phenyl}-6-[(5S)-5-methylpyrrolidin-3-yl]-7H-pyrrolo[2,3-d]pyrimidin-4-amine